C1(=C(C2=C1C=CC=C2)N)N Benzocyclobutenediamine